O1COC2=C1C=CC(=C2)C2=C1C=CC=CC1=C(C1=CC=CC=C21)C#N 10-(benzo[d][1,3]dioxol-5-yl)anthracene-9-carbonitrile